FC1=CC2=C(OCCO2)C=C1 6-fluoro-2,3-dihydrobenzo[b][1,4]dioxin